diiridium (1r-1r)-cycloocta-1,5-diene C1=CCCC=CCC1.[Ir].[Ir]